COC(=O)C=1C(=CC(=C2C1CCO2)C2=CC=C(C=C2)OC(F)(F)F)C#N 5-cyano-7-(4-(trifluoromethoxy)phenyl)-2,3-dihydrobenzofuran-4-carboxylic acid methyl ester